tert-Butyl methyl(2-oxo-2-phenylethyl)carbamate CN(C(OC(C)(C)C)=O)CC(C1=CC=CC=C1)=O